(S)-1-(2-methyl-3-(2-oxo-4-(o-tolyl)-2H-chromen-7-yl)propanoyl)piperidine-3-carbonitrile CC(C(=O)N1C[C@H](CCC1)C#N)CC1=CC=C2C(=CC(OC2=C1)=O)C1=C(C=CC=C1)C